2-(4-(2-(3,4-dimethoxyphenyl)-3-(2,2,2-trifluoroethyl)-1H-indol-5-yl)piperidin-1-yl)-N-(pent-3-yl)acetamide COC=1C=C(C=CC1OC)C=1NC2=CC=C(C=C2C1CC(F)(F)F)C1CCN(CC1)CC(=O)NC(CC)CC